3-(3,3-difluorocyclobutoxy)-4-(1H-imidazol-1-yl)aniline FC1(CC(C1)OC=1C=C(N)C=CC1N1C=NC=C1)F